C1(=CC=CC=C1)COC=1C=C(C=CC1[N+](=O)[O-])C[C@@H](CN1C(C2=CC=CC=C2C1=O)=O)N(C)C (S)-2-(3-(3-(phenylmethyloxy)-4-nitrophenyl)-2-(dimethylamino)propyl)isoindoline-1,3-dione